BrC(CN(C)C)CBr 2,3-dibromo-N,N-dimethylpropan-1-amine